N-(7-((3'-(7-chloro-5-(((2-(dimethylamino)ethyl)amino)methyl)benzo[d]oxazole-2-yl)-2,2'-dimethyl-[1,1'-biphenyl]-3-yl)methoxy)chroman-4-yl)-N-methylglycine ClC1=CC(=CC=2N=C(OC21)C=2C(=C(C=CC2)C2=C(C(=CC=C2)COC2=CC=C1C(CCOC1=C2)N(CC(=O)O)C)C)C)CNCCN(C)C